2-thiazol-2-yl-propan-2-ol S1C(=NC=C1)C(C)(C)O